triacrylamin C(=O)(C=C)N(C(=O)C=C)C(=O)C=C